C(N)(=O)C=1C(=NC(=NC1)N1C[C@H](CCC1)NC(OC(C)(C)C)=O)NC=1C=C2C(C(NC2=C(C1)C1CCCCC1)=O)(C)C tert-Butyl (S)-(1-(5-carbamoyl-4-((7-cyclohexyl-3,3-dimethyl-2-oxoindolin-5-yl)amino)pyrimidin-2-yl)piperidin-3-yl)carbamate